[Si](C)(C)(C(C)(C)C)OCCC1=CC=C(NC)C=C1 4-(2-((tert-butyldimethylsilyl)oxy)ethyl)-N-methylaniline